CC=1C=C(C=C(C1O)C)CC1=C(C(=CC(=C1)C)CC1=CC(=C(C(=C1)C)O)C)O 2,6-bis[(3,5-dimethyl-4-hydroxyphenyl)methyl]-4-methylphenol